N-((6-(isoxazol-3-ylmethoxy)-1H-indol-2-yl)methyl)-2-methylpyrrolidine-1-carboxamide O1N=C(C=C1)COC1=CC=C2C=C(NC2=C1)CNC(=O)N1C(CCC1)C